C(=C)[Si](OC)(OC)OC Vinyl-trimethoxysilan